FC=1C(=CC=2C3=C(NC(C2C1)=O)COC[C@H]3N(C(C3=CC(=C(C=C3)C(F)(F)F)F)=O)C)F (S)-N-(8,9-difluoro-6-oxo-1,4,5,6-tetrahydro-2H-pyrano[3,4-c]isoquinolin-1-yl)-3-fluoro-N-methyl-4-(trifluoromethyl)benzamide